(S)-((4-chloro-1-hydroxynaphthalen-2-yl)methyl) (2-hydroxybutyl)carbamate O[C@H](CNC(OCC1=C(C2=CC=CC=C2C(=C1)Cl)O)=O)CC